[Na+].[Na+].[Na+].[Na+].C1(=C(C(=C(C(=C1)C(=O)[O-])C(=O)[O-])C(=O)[O-])C(=O)[O-])C1=CC=CC=C1 biphenyl-tetracarboxylic acid tetrasodium salt